3'-(4-phenyl-6-(3-(9-phenyl-9H-fluoren-9-yl)phenyl)-1,3,5-triazin-2-yl)-[1,1'-biphenyl]-4-carbonitrile C1(=CC=CC=C1)C1=NC(=NC(=N1)C1=CC(=CC=C1)C1(C2=CC=CC=C2C=2C=CC=CC12)C1=CC=CC=C1)C=1C=C(C=CC1)C1=CC=C(C=C1)C#N